CC1=C(C=CC=C1C1=CC=2N(C=C1)C(=NN2)C2=CC=C(CNCCCO)C=C2)C2=CC=CC=C2 3-((4-(7-(2-methyl-[1,1'-biphenyl]-3-yl)-[1,2,4]triazolo[4,3-a]pyridin-3-yl)benzyl)amino)propan-1-ol